4,5-dimethoxy-2-nitrophenyl formate C(=O)OC1=C(C=C(C(=C1)OC)OC)[N+](=O)[O-]